C(C1=CC=CC=C1)C1=NO[C@@H]2[C@H](O1)C=CN([C@H]2C2=CC(=CC=C2)C(F)(F)F)C(=O)OC |o1:10,11,16| Methyl (4aR*,8S*,8aS*)-3-benzyl-8-(3-(trifluoromethyl)phenyl)-8,8a-dihydropyrido[4,3-e][1,4,2]dioxazine-7(4aH)-carboxylate